4'-biphenyldiethanol C=1(C(=CC=CC1)CCO)C1=CC=C(C=C1)CCO